ClC1=C(C=C(C=C1)N1CCN(CC1)C(=O)OC(C)(C)C)C(N[C@H](C)C1=CC=CC2=CC=CC=C12)=O tert-Butyl 4-[4-chloro-3-[[(1R)-1-(1-naphthyl)ethyl]carbamoyl]phenyl]piperazine-1-carboxylate